NC1CN(CCC1)C(=O)OCC1=CC=CC=C1 benzyl 3-aminopiperidine-1-carboxylate